Methyl 1-(2,4-difluoro-3-hydroxy-5-(trifluoromethyl)phenyl)-5-(methyl(tetrahydro-2H-pyran-4-yl)amino)-1H-indazole-3-carboxylate FC1=C(C=C(C(=C1O)F)C(F)(F)F)N1N=C(C2=CC(=CC=C12)N(C1CCOCC1)C)C(=O)OC